4-(tert-butoxycarbonylamino)piperidine-1-carboxylic acid C(C)(C)(C)OC(=O)NC1CCN(CC1)C(=O)O